NC1(CC(C1)NC1=NC=C2C=C(N=C(C2=C1)NCC)C#N)C 7-(((1r,3r)-3-amino-3-methylcyclobutyl)amino)-1-(ethylamino)-2,6-naphthyridine-3-carbonitrile